7-chloro-N-[trans-2-{5-[2-(trifluoromethoxy)ethoxy]-1,3,4-oxadiazol-2-yl}-1,3-dioxan-5-yl]quinoline-3-carboxamide ClC1=CC=C2C=C(C=NC2=C1)C(=O)N[C@H]1CO[C@@H](OC1)C=1OC(=NN1)OCCOC(F)(F)F